CC1=C(C(=CC=C1)C)NC(C1=CC=C(C=C1)NC1=NC=C(C(=N1)C1=CC=C(C=C1)F)SC)=O N-(2,6-Dimethyl-phenyl)-4-[4-(4-fluoro-phenyl)-5-methylsulfanyl-pyrimidin-2-ylamino]-benzamid